4-(N-(3-(tert-butyl)-5-cyclopropylbenzyl)-2-(N-(2-chloro-4-fluorobenzyl)-(2,3,4,5,6-pentafluorophenyl)sulfonamido)acetamido)-3,5-dimethylbenzoic acid C(C)(C)(C)C=1C=C(CN(C(CN(S(=O)(=O)C2=C(C(=C(C(=C2F)F)F)F)F)CC2=C(C=C(C=C2)F)Cl)=O)C2=C(C=C(C(=O)O)C=C2C)C)C=C(C1)C1CC1